4-(3-(carboxymethyl)-2,5-dihydroxybenzoylamino)-2-hydroxybenzoic acid C(=O)(O)CC=1C(=C(C(=O)NC2=CC(=C(C(=O)O)C=C2)O)C=C(C1)O)O